NC=1N=C(SC1C(=O)NC1=CC2=CN(N=C2C=C1)C)N1CCN(CC1)C 4-amino-N-(2-methyl-2H-indazol-5-yl)-2-(4-methylpiperazin-1-yl)thiazole-5-carboxamide